COC1=CC(=C(C=C1B1O[C@]2([C@@H]3C([C@H](C[C@H]2O1)C3)(C)C)C)C3=CC=C1C(=CN=NC1=C3)N)C=3SC(=CN3)C |r| 7-[4-methoxy-2-(5-methylthiazol-2-yl)-5-[rac-(1S,2S,6R,8S)-2,9,9-trimethyl-3,5-dioxa-4-boratricyclo[6.1.1.02,6]decan-4-yl]phenyl]cinnolin-4-amine